6-(((6aS)-5-((allyloxy)carbonyl)-2-methoxy-12-oxo-6-((tetrahydro-2H-pyran-2-yl)oxy)-5,6,6a,7,8,9,10,12-octahydrobenzo[e]pyrido[1,2-a][1,4]diazepin-3-yl)oxy)hexanoic acid C(C=C)OC(=O)N1C([C@H]2N(C(C3=C1C=C(C(=C3)OC)OCCCCCC(=O)O)=O)CCCC2)OC2OCCCC2